acryloxypropan C(C=C)(=O)OCCC